N5-(3-aminopropyl)-2-methyl-1,5-pentandiamine NCCCNCCCC(CN)C